3-iodo-4,5-dimethyl-furan-2-carboxylic acid ethyl ester C(C)OC(=O)C=1OC(=C(C1I)C)C